2,3-dihydro-1H-indene-5-carboxylic acid methyl ester COC(=O)C=1C=C2CCCC2=CC1